2-[1,1-dimethyl-indan-4-yl]pyridine-3-carboxamide CC1(CCC2=C(C=CC=C12)C1=NC=CC=C1C(=O)N)C